2-N,N-dimethylguanine CN(C=1NC(C=2NC=NC2N1)=O)C